N-((3S,4R,5S)-3-fluoro-1-(2-methoxyethyl)-5-methylpiperidin-4-yl)-6-(3-((2-methoxy-4-sulfamoylphenyl)amino)prop-1-yn-1-yl)-1-(2,2,2-trifluoroethyl)-1H-benzo[d]imidazole-4-carboxamide F[C@H]1CN(C[C@@H]([C@H]1NC(=O)C1=CC(=CC=2N(C=NC21)CC(F)(F)F)C#CCNC2=C(C=C(C=C2)S(N)(=O)=O)OC)C)CCOC